3,5-bis(2-pyridylvinyl)fluorobenzene N1=C(C=CC=C1)C=CC=1C=C(C=C(C1)C=CC1=NC=CC=C1)F